ClC1=CC=C(C=C1)C=1NC=C(N1)C(=O)C1=CC=C(C=C1)F (2-(4-chlorophenyl)-1H-imidazol-4-yl)(4-fluorophenyl)methanone